trans-N1-(5-(imidazo[1,2-a]pyrimidin-6-yl)pyrrolo[2,1-f][1,2,4]triazin-2-yl)-N3-methylcyclobutane-1,3-diamine N=1C=CN2C1N=CC(=C2)C=2C=CN1N=C(N=CC12)N[C@@H]1C[C@H](C1)NC